[NH+]12CCN(CC1)CC2 4-aza-1-azoniabicyclo[2.2.2]octanium